C(CC)C1(COC1)COCC1(COC1)CCC bis(3-propyl-3-oxetanylmethyl)ether